BrC1=CC(=C(C(=C1)O)CC(=O)O)F 2-(4-bromo-2-fluoro-6-hydroxyphenyl)acetic acid